NC1=NC2=C(C=C(C1)C(=O)O)C=CC(=C2)C2=CC(=CC=C2)S(=O)(=O)N2CC(C2)CO 2-amino-8-[3-[3-(hydroxymethyl)azetidin-1-yl]Sulfonylphenyl]-3H-1-benzazepine-4-carboxylic acid